potassium [(tert-butoxycarbonyl)amino](2-methyl-1H-imidazol-4-yl)acetate C(C)(C)(C)OC(=O)NC(C(=O)[O-])C=1N=C(NC1)C.[K+]